CC12CC(N(C2C1)C(CNC(CCOC1=CC=CC=C1)=O)=O)C(=O)N 5-methyl-2-((3-phenoxypropionyl)glycyl)-2-azabicyclo[3.1.0]hexane-3-carboxamide